N-((S)-(3-(aminomethyl)phenyl)(6-fluoro-5-isopropylpyridin-2-yl)methyl)-4-fluoropyrrolidine-2-carboxamide NCC=1C=C(C=CC1)[C@H](NC(=O)C1NCC(C1)F)C1=NC(=C(C=C1)C(C)C)F